C(C1=CC=CC=C1)OC1=CC=C2C(C3(CCCC4=CC=CC=C34)OCC2=C1)(O)C1=CC=C(C=C1)N1CCC(CC1)C(OC)OC 7-(benzyloxy)-4-(4-(4-(dimethoxymethyl)piperidin-1-yl)phenyl)-3',4'-dihydro-2'H-spiro[isochromane-3,1'-naphthalen]-4-ol